N-(2,4,5-trifluoro-3-(3-morpholinoquinoxaline-6-carbonyl)phenyl)propane-1-sulfonamide FC1=C(C=C(C(=C1C(=O)C=1C=C2N=C(C=NC2=CC1)N1CCOCC1)F)F)NS(=O)(=O)CCC